FC1=CC(=C(CC2=CN=C3N2CCNCC3)C=C1)C(F)(F)F 3-(4-Fluoro-2-(trifluoromethyl)benzyl)-5,6,8,9-tetrahydro-7H-imidazo[1,2-d][1,4]diazepine